CS(=O)(=O)C1=CC=C(C=C1)C1=CC(=NC2=C(N=CC=C12)C=1N(N=CC1)C1OCCCC1)N1[C@@H](COCC1)C 4-(4-methanesulfonylphenyl)-2-((R)-3-methylmorpholin-4-yl)-8-[2-(tetrahydropyran-2-yl)-2H-pyrazol-3-yl]-[1,7]Naphthyridine